3,3'-di(methoxycarbonyl)-4,4'-di(tert-butylperoxycarbonyl)benzophenone COC(=O)C=1C=C(C(=O)C2=CC(=C(C=C2)C(=O)OOC(C)(C)C)C(=O)OC)C=CC1C(=O)OOC(C)(C)C